9-acetylanthracene C(C)(=O)C=1C2=CC=CC=C2C=C2C=CC=CC12